DODECENYLCYANID C(=CCCCCCCCCCC)C#N